(2S,5R)-2-(4-bromo-2-fluoro-5-(methoxymethyl)benzyl)-5-isopropyl-3,6-dimethoxy-2,5-dihydropyrazine BrC1=CC(=C(C[C@@H]2N=C([C@H](N=C2OC)C(C)C)OC)C=C1COC)F